4,5-dibromo-4-isothiazolin-3-one BrC=1C(NSC1Br)=O